FC1=CC=C(C=2SC=CC21)N2CCN(CC2)CCC2=CC=C1CCC(NC1=C2)=O 7-(2-(4-(4-fluorobenzo[b]thiophen-7-yl)piperazin-1-yl)ethyl)-3,4-dihydroquinolin-2(1H)-one